N4-(tert-butyl)-2-(difluoromethyl)-N6-(4-(isopropylamino)-5-(3-methyl-1,2,4-oxadiazol-5-yl)pyridin-2-yl)pyrimidine-4,6-diamine C(C)(C)(C)NC1=NC(=NC(=C1)NC1=NC=C(C(=C1)NC(C)C)C1=NC(=NO1)C)C(F)F